N1(CCC2=CC=CC=C12)C(C)=O 1-indolin-1-ylethanone